C(#N)C1CN(CCC1)C=1N=C(C2=C(C=NNC2=O)N1)NC1=CC=C(CN2CCCCC2)C=C1 1-(4-((2-(3-Cyanopiperidin-1-yl)-5-oxo-5,6-dihydropyrimido[4,5-d]pyridazin-4-yl)amino)benzyl)piperidin